C(N)(=N)C=1C=C(SC1)CNC(=O)[C@H]1N(CCC1)C(CNC(=O)C1=CC=C(C=C1)OCCCCC)=O (2S)-N-[(4-carbamimidoylthiophen-2-yl)methyl]-1-(2-{[4-(pentyloxy)phenyl]formamido}acetyl)pyrrolidine-2-carboxamide